(R)-2,2,5,5-Tetramethyl-[1,3]dioxane-4-carboxylic acid [(S)-2-(3-fluoro-benzoylamino)-propyl]-amide FC=1C=C(C(=O)N[C@H](CNC(=O)[C@@H]2OC(OCC2(C)C)(C)C)C)C=CC1